N(=[N+]=[N-])C[C@H]1N(C(CC1)C=1C=NC(=CC1)Cl)CC(=O)OCC ethyl 2-[(2s)-2-(azidomethyl)-5-(6-chloropyridin-3-yl)pyrrolidin-1-yl]acetate